5,6,7,8-tetrahydroquinoline-2,4(1H,3H)-dione N1C(CC(C=2CCCCC12)=O)=O